3-(4-((1R,5S)-3,8-diazabicyclo[3.2.1]octan-3-yl)-8-fluoro-2-(((2R,7aS)-2-fluorotetrahydro-1H-pyrrolizin-7a(5H)-yl)methoxy)pyrido[4,3-d]pyrimidin-7-yl)-5-chloro-4-cyclopropylphenol [C@H]12CN(C[C@H](CC1)N2)C=2C1=C(N=C(N2)OC[C@]23CCCN3C[C@@H](C2)F)C(=C(N=C1)C=1C=C(C=C(C1C1CC1)Cl)O)F